CN(C1=CC(=C(S1)\C=C/1\C(=NOC1=O)C1=CC=CC=C1)C)C (Z)-4-((5-(dimethylamino)-3-methylthiophen-2-yl)methylene)-3-phenylisoxazol-5(4H)-one